methyl-3-phenyl-2-propen-1-al CC(C=O)=CC1=CC=CC=C1